4-(4-Carboxymethyl-2,5-dihydroxyphenyl)-6-(3,5-dihydroxyphenyl)-1,3,5-triazin-2-one C(=O)(O)CC1=CC(=C(C=C1O)C1=NC(NC(=N1)C1=CC(=CC(=C1)O)O)=O)O